ClC=1C=C(C(=O)NC2=CC=NC=3N=C(N(C(C32)=O)CC3=C(C=CC=C3)OC(F)(F)F)C)C=C(C1O)Cl 3,5-dichloro-4-hydroxy-N-(2-methyl-4-oxo-3-(2-(trifluoromethoxy)benzyl)-3,4-dihydropyrido[2,3-d]pyrimidin-5-yl)benzamide